N-[1-[(7-cyano-2-formyl-2,3-dihydro-1H-inden-5-yl)oxy]propan-2-yl]carbamic acid tert-butyl ester C(C)(C)(C)OC(NC(COC=1C=C2CC(CC2=C(C1)C#N)C=O)C)=O